N-(chroman-2-ylmethyl)-N2-(5,6-difluoro-1H-indol-3-yl)oxalamide O1C(CCC2=CC=CC=C12)CNC(C(=O)NC1=CNC2=CC(=C(C=C12)F)F)=O